FC[C@H](CN1C(C2=CC=C(C=C2CC1)F)=O)NC(OC(C)(C)C)=O tert-butyl (S)-(1-fluoro-3-(6-fluoro-1-oxo-3,4-dihydroisoquinolin-2(1H)-yl)propan-2-yl)carbamate